(dimethylsulfamoyl)-4-(6,6,6-trifluorohexylamino)benzoic acid CN(S(=O)(=O)C1=C(C(=O)O)C=CC(=C1)NCCCCCC(F)(F)F)C